C1(=CC=CC=C1)N1C(C=CC=C1)=O 1-Phenyl-2(1H)pyridone